C1=CC(=O)N(C1=O)CCOCCOCCN2C(=O)C=CC2=O 1,8-bis(maleimido)diethylene glycol